CC1=C(C(=O)P(C2=CC=CC=C2)(C2=CC=CC=C2)=O)C(=CC(=C1)C)C (2,4,6-trimethyl-benzoyl)-diphenyl-phosphine oxide